N=1C=NN2C1C=C(C=C2)OC2=C(C=C(C=C2)NC2=NC=NC1=CC=3OC[C@H]4N(CCN(C3N=C12)C4)C(C=C)=O)C 1-((10S)-4-((4-([1,2,4]triazolo[1,5-a]pyridin-7-yloxy)-3-methylphenyl)amino)-7,8,10,11-tetrahydro-9H-6,10-methanopyrimido[4',5':5,6]pyrido[3,2-b][1,4,7]oxadiazonin-9-yl)prop-2-en-1-one